tert-Butyl 3-((2-((5-(tert-butyl)-4-chloro-2-hydroxyanilino)methyl)oxazole-5-carbonyl)amino)azetidine-1-carboxylate C(C)(C)(C)C=1C(=CC(=C(NCC=2OC(=CN2)C(=O)NC2CN(C2)C(=O)OC(C)(C)C)C1)O)Cl